5-(benzyloxy)-4-(18-(tert-butoxy)-18-oxooctadecanamido)-5-oxopentanoic acid C(C1=CC=CC=C1)OC(C(CCC(=O)O)NC(CCCCCCCCCCCCCCCCC(=O)OC(C)(C)C)=O)=O